5-chloro-N-((1r,4r)-4-((3-(6-(dimethylamino)pyridazin-3-yl)-2-oxo-2,3-dihydro-1H-benzo[d]imidazol-1-yl)methyl)cyclohexyl)-2-methylnicotinamide ClC=1C=NC(=C(C(=O)NC2CCC(CC2)CN2C(N(C3=C2C=CC=C3)C=3N=NC(=CC3)N(C)C)=O)C1)C